benzyl (2S)-2-[(3-chloropyrazin-2-yl)methylcarbamoyl]pyrrolidine-1-carboxylate ClC=1C(=NC=CN1)CNC(=O)[C@H]1N(CCC1)C(=O)OCC1=CC=CC=C1